1,3-bis[2-(dimethylamino)ethyl]imidazolium CN(CCN1C=[N+](C=C1)CCN(C)C)C